C(C)N(CC)CC1=CC=C(C=C1)C[C@@H](C(=O)NC1=CC=C(C=C1)C(NO)=O)NC(\C=C\C1=CC=CC=C1)=O (2S)-3-[4-(diethylaminomethyl)phenyl]-N-[4-(hydroxycarbamoyl)phenyl]-2-[[(E)-3-phenylprop-2-enoyl]amino]propionamide